2-[methyl(2-{4-[2-(4-methylpiperazin-1-yl)ethoxy]pyridin-2-yl}-5H,6H,7H-cyclopenta[d]pyrimidin-4-yl)amino]-N-(propan-2-yl)acetamide CN(CC(=O)NC(C)C)C=1C2=C(N=C(N1)C1=NC=CC(=C1)OCCN1CCN(CC1)C)CCC2